7-(2-fluoro-6-(2-methylmorpholino)pyridin-4-yl)-5,6,7,8-tetrahydro-2,7-naphthyridine-3-carboxylic acid ethyl ester C(C)OC(=O)C=1N=CC=2CN(CCC2C1)C1=CC(=NC(=C1)N1CC(OCC1)C)F